Cl.C(C)C1(CCNCC1)OC([2H])([2H])[2H] 4-ethyl-4-(methoxy-d3)piperidine HCl salt